CC=1NC2=CC=CC=C2C1C1=CC(C=CC1=O)=O 6-(2-methyl-1H-indol-3-yl)cyclohexane-2,5-diene-1,4-dione